N-(5-methyl-pyrimidin-2-yl)-acetamide CC=1C=NC(=NC1)NC(C)=O